(3s,4s)-4-amino-3-fluoropiperidine-1-carboxylic acid tert-butyl ester C(C)(C)(C)OC(=O)N1C[C@@H]([C@H](CC1)N)F